CC=CC(CCCC)=O 2-octen-4-one